C=C(CC)[C@H]1[C@@H]2CC[C@H](CN1)N2C(=O)OC(C)(C)C tert-butyl (1S,2S,5R)-2-(but-1-en-2-yl)-3,8-diazabicyclo[3.2.1]octane-8-carboxylate